ClC1=C(C#N)C=C(C=C1)N1N=NN=C1CN(C)CC(C)C 2-chloro-5-(5-((isobutyl-(methyl)amino)methyl)-1H-tetrazol-1-yl)benzonitrile